methyl 2-(5-bromopyrazin-2-yl)-2-[(diphenylmethylidene)amino]acetate BrC=1N=CC(=NC1)C(C(=O)OC)N=C(C1=CC=CC=C1)C1=CC=CC=C1